2-amino-5-phenyl-1,3,4-thiadiazole NC=1SC(=NN1)C1=CC=CC=C1